Methyl-Chalcone CC1=C(C=CC=C1)\C=C\C(=O)C1=CC=CC=C1